dicyclohexyl-(2,2-diphenyl-1-methyl-1-cyclopropyl)phosphine C1(CCCCC1)P(C1(C(C1)(C1=CC=CC=C1)C1=CC=CC=C1)C)C1CCCCC1